10-bromo-9-(3-((tert-butyl-dimethyl-silyl)oxy)propoxy)-6,7-dichloro-2-methyl-3,4-dihydropyrazino[1,2-a]indol-1(2H)-one BrC1=C2N(C=3C(=C(C=C(C13)OCCCO[Si](C)(C)C(C)(C)C)Cl)Cl)CCN(C2=O)C